ClC1=CC=CC(=N1)C1=NC(=NC(=N1)N[C@H](C(F)(F)F)CC)N[C@H](C(F)(F)F)CC 6-(6-Chloropyridin-2-yl)-N2,N4-bis((S)-1,1,1-trifluorobutan-2-yl)-1,3,5-triazine-2,4-diamine